(S)-4-methyl-7,7-dimethyl-4-phenyl-2,4,6,7,8,9-hexahydro-5H-pyrazolo[3,4-b]quinolin-5-one C[C@@]1(C=2C(NC=3CC(CC(C13)=O)(C)C)=NNC2)C2=CC=CC=C2